1-(2-((2-((2'-chloro-2-fluoro-[1,1'-biphenyl]-3-yl)amino)-2-oxoethyl)(isopropyl)amino)-2-oxoethyl)-5-(3,3-difluoropiperidine-1-carboxamido)-1H-indazole-3-carboxamide ClC1=C(C=CC=C1)C1=C(C(=CC=C1)NC(CN(C(CN1N=C(C2=CC(=CC=C12)NC(=O)N1CC(CCC1)(F)F)C(=O)N)=O)C(C)C)=O)F